COC=1C=C(C2=CC=CC=C2C1)C1(CC1)NC(=O)C=1C=C(OCCN(C(OCCCC)=O)C)C=CC1C Butyl (2-(3-((1-(3-methoxynaphthalen-1-yl)cyclopropyl)carbamoyl)-4-methylphenoxy)ethyl)(methyl)carbamate